N-methyl-4-hexyl-N-octadecyl-anilinium [tetrakis(perfluorophenyl) borate] FC1=C(C(=C(C(=C1F)F)F)F)[B-](C1=C(C(=C(C(=C1F)F)F)F)F)(C1=C(C(=C(C(=C1F)F)F)F)F)C1=C(C(=C(C(=C1F)F)F)F)F.C[NH+](C1=CC=C(C=C1)CCCCCC)CCCCCCCCCCCCCCCCCC